[N+](=O)(O)[O-].CN1C2=CC=CC=C2C=2C=CC=CC12 9-methylcarbazole nitrate